tert-butyl (R)-4-((4-(3-(2-(benzyloxy)-6-hydroxypyridin-3-yl)-1-methyl-1H-indazol-7-yl) piperazin-1-yl) methyl)-3,3-dimethylpiperidine-1-carboxylate C(C1=CC=CC=C1)OC1=NC(=CC=C1C1=NN(C2=C(C=CC=C12)N1CCN(CC1)C[C@H]1C(CN(CC1)C(=O)OC(C)(C)C)(C)C)C)O